B(O)(O)C=1C=C(C(=O)N(CCCC[C@@H](C(=O)N)N)CC=2C=C(C=CC2)B(O)O)C=CC1F (S)-(3-((3-borono-N-(5,6-diamino-6-oxohexyl)-4-fluorobenzamido)methyl)phenyl)boronic acid